2-methoxyethyl-(trimethyl)silane (1-methyl-1H-imidazol-5-yl)methylcarbamate CN1C=NC=C1CNC(O)=O.COCC[Si](C)(C)C